C(C)(C)(C)OC(=O)N1C(CN(CC1)C1=NC=C(C=N1)C(F)(F)F)CC1C(CCC1)C1=CNC(C(=C1)C(F)(F)F)=O (2-(6-oxo-5-(trifluoromethyl)-1,6-dihydropyridin-3-yl)cyclopentyl)methyl-4-(5-(trifluoromethyl)pyrimidin-2-yl)piperazine-1-carboxylic acid tert-butyl ester